6-[(7S)-2-{3-[4-(3-Ethylpyridin-2-yl)phenyl]-1H-pyrrolo[2,3-b]pyridin-5-yl}-6,7,8,9-tetrahydro-5H-benzo[7]annulen-7-yl]-3-oxa-6-azabicyclo[3.1.1]heptane C(C)C=1C(=NC=CC1)C1=CC=C(C=C1)C1=CNC2=NC=C(C=C21)C=2C=CC1=C(CC[C@H](CC1)N1C3COCC1C3)C2